(4-(6-(benzyloxy)pyridin-2-yl)cyclohex-3-en-1-yl)acetic acid ethyl ester C(C)OC(CC1CC=C(CC1)C1=NC(=CC=C1)OCC1=CC=CC=C1)=O